ClC1=CC(=C(C=C1)[C@@]1(OC2=C(C=CC=C2C=C1)C1CCN(CC1)CC1=NC=2C(=NC(=CC2)C(=O)OC)N1C[C@H]1OCC1)[2H])OC([2H])([2H])[2H] Methyl 2-((4-((R)-2-(4-chloro-2-(methoxy-d3)phenyl)-2H-chromen-8-yl-2-d)piperidin-1-yl)methyl)-3-(((S)-oxetan-2-yl)methyl)-3H-imidazo[4,5-b]pyridine-5-carboxylate